FC=1C=C(C=CC1F)N1N=CC(=C1)C=1C=C(C=C(C1)F)CN (3-(1-(3,4-Difluorophenyl)-1H-pyrazol-4-yl)-5-fluorophenyl)methylamine